CC12C(=O)OC(C1CCC=C2)=O methyltetra-hydrophthalic anhydride